FC=1C=CC=C2[C@H](CCOC12)NC(=O)NC1=NN(C=C1)C1=CC=C(C=C1)C(C)(C)NC(OC(C)(C)C)=O tert-butyl N-[1-[4-[3-[[(4S)-8-fluorochroman-4-yl]carbamoylamino]pyrazol-1-yl]phenyl]-1-methyl-ethyl]carbamate